C(C)(=O)N1CC=2N(CC1)C(=NC2C=2C=CC=C1C=C(N=CC21)C=2C=CC(=C(C2)C(C(=O)N)CC#CC2=C1CN(C(C1=CC=C2)=O)C2C(NC(CC2)=O)=O)N)CC (5-(8-(7-acetyl-3-ethyl-5,6,7,8-tetrahydroimidazo[1,5-a]pyrazin-1-yl)isoquinolin-3-yl)-2-aminophenyl)-5-(2-(2,6-dioxopiperidin-3-yl)-1-oxoisoindolin-4-yl)pent-4-ynamide